CC(C(C(=O)C1=CC=CC=C1)(O)O)O trihydroxy-butyrophenone